OC1(CC1)CC(=O)N[C@H]1CN(C[C@H](C1)C)C1=C2C=CC=NC2=C(C=C1)C(F)(F)F 2-(1-hydroxy-cyclopropyl)-N-[(3R,5S)-5-methyl-1-(8-trifluoromethyl-quinolin-5-yl)-piperidin-3-yl]-acetamide